CC1(OC[C@H](O1)CN)C (R)-(2,2-dimethyl-1,3-dioxolane-4-yl)methylamine